1H-benzotriazole-1-methanol N1(N=NC2=C1C=CC=C2)CO